P(=O)(=O)C(=O)[O-] phosphocarboxylate